Cetyl-stearyl alcohol C(CCCCCCCCCCCCCCC)CCCCCCCCCCCCCCCCCCO